BrC=1N=C(C(=NC1)OC1CN(CC1)C(C)=O)C 1-(3-(5-bromo-3-methylpyrazin-2-yloxy)pyrrolidin-1-yl)ethanone